CC(C)(C(CCC)C)C 2,2,3-TRIMETHYLHEXANE